C(C(CCCCC)O)O 1,2-heptane-diol